(R)-2-((5-(2-(6-amino-2-methylhexan-3-yl)-2,6-diazaspiro[3.4]octan-6-yl)-3-chloro-1,2,4-triazin-6-yl)oxy)-N-ethyl-5-fluoro-N-isopropylbenzamide formate C(=O)O.NCCC[C@H](C(C)C)N1CC2(C1)CN(CC2)C=2N=C(N=NC2OC2=C(C(=O)N(C(C)C)CC)C=C(C=C2)F)Cl